5-(2-methoxyphenyl)pyridazine-4-carboxylic acid COC1=C(C=CC=C1)C=1C(=CN=NC1)C(=O)O